C1(CCCC1)C(=O)N cyclopentane-1-carboxamid